C1(=CC=CC=C1)P(=O)(C(C(=O)C1=CC=CC=C1)C1=C(C=CC=C1)O)C1=CC=CC=C1 2-(diphenylphosphinyl)-2-(2-hydroxyphenyl)-1-phenylethan-1-one